S(=O)(=O)(O)C(C(=O)[O-])CCCCCCCCCCCCCCCC.[Na+] sodium α-sulfostearate